FC1=C2C=C(C=NC2=CC=C1)NC1=NC(=NC=C1)NC1=CC(=C(C=C1)OCCCN1CCCCC1)OC 4-(5-fluoro-3-quinolylamino)-2-[3-methoxy-4-(3-piperidinopropoxy)phenylamino]pyrimidine